Methyl 1-methyl-6-oxo-1,6-dihydropyridine-3-carboxylate CN1C=C(C=CC1=O)C(=O)OC